2-(chloromethyl)oxazolo[4,5-b]pyridine ClCC=1OC=2C(=NC=CC2)N1